C(C)(=O)C1=C(C=C(C=N1)OC(C(=O)N)(C)C)SCC 2-[(6-acetyl-5-ethylsulfanyl-3-pyridyl)oxy]-2-methyl-propionamide